N-[2-chloro-4-(trifluoromethyl)phenyl](6-ethyl-5-{4-[(5-hydroxy-6-methyl-4-pyrimidinyl)carbonyl]-1-piperazinyl}-4-oxo-7H-1,1',3,3a,7,7a'-hexaaza-2,5'-biindenyl-7-yl)acetamide ClC1=C(C=CC(=C1)C(F)(F)F)NC(CN1C(=C(C(N2N=C(N=C12)C1=CC2=CC=NN2C=C1)=O)N1CCN(CC1)C(=O)C1=NC=NC(=C1O)C)CC)=O